(R)-1-(dibenzylamino)butan-2-ol C(C1=CC=CC=C1)N(C[C@@H](CC)O)CC1=CC=CC=C1